N-(2-ethylhexyl)-2-(3,4-di-tert-butylcarbonyloxy-phenyl)-3,5,7-tri-tert-butylcarbonyloxy-quinolin-4-one C(C)C(CN1C(=C(C(C2=C(C=C(C=C12)OC(=O)C(C)(C)C)OC(=O)C(C)(C)C)=O)OC(=O)C(C)(C)C)C1=CC(=C(C=C1)OC(=O)C(C)(C)C)OC(=O)C(C)(C)C)CCCC